4-(4-Chloro-2,3-difluorophenyl)-1-((4aR,6R,7R,8R,8aR)-7-methoxy-2,2-dimethyl-6-(propa-1,2-dien-1-yl)hexahydropyrano[3,2-d][1,3]dioxin-8-yl)-1H-1,2,3-triazole ClC1=C(C(=C(C=C1)C=1N=NN(C1)[C@@H]1[C@H]([C@H](O[C@H]2[C@@H]1OC(OC2)(C)C)C=C=C)OC)F)F